C(C)(C)(C)[Si](C)(C)OCC1OC2=C(N(C1)S(=O)(=O)C1=CC=C(C)C=C1)C=CC=C2Cl tert-butyl-[[8-chloro-4-(p-toluenesulfonyl)-2,3-dihydro-1,4-benzoxazin-2-yl]methoxy]-dimethyl-silane